C(C)N(CCCCCCC[N-]CC=1C=2C3=C(C(N(C3=CC1)C1C(NC(CC1)=O)=O)=O)C=CC2)CC 7-(Diethylamino)-N-((1-(2,6-dioxopiperidin-3-yl)-2-oxo-1,2-dihydrobenzo[cd]indol-6-yl)methyl)heptylamide